bromotriphenylacrylonitrile BrC1=C(C=CC=C1)C(C#N)=C(C1=CC=CC=C1)C1=CC=CC=C1